ClC=1C=CC=C2C=C(C(=CC12)[B])SC (8-chloro-3-(methylthio)naphthalen-2-yl)boron